Cl.N1C[C@@H](CCC1)O (3R)-piperidine-3-ol hydrochloride